5-(((4-((3,4-dichloro-2-fluorophenyl)amino)-7-methoxyquinazolin-6-yl)oxy)methyl)-2-(2,6-dioxopiperidin-3-yl)-4-fluoroisoindoline-1,3-dione ClC=1C(=C(C=CC1Cl)NC1=NC=NC2=CC(=C(C=C12)OCC=1C(=C2C(N(C(C2=CC1)=O)C1C(NC(CC1)=O)=O)=O)F)OC)F